6,12-diphenyl-3,9-diazapentacyclo[6.4.0.02,7.04,11.05,10]dodecane-1,5,7,11-tetramethanol C1(=CC=CC=C1)C1C2(C3NC4C5(C(C3(C2NC5C14CO)CO)C1=CC=CC=C1)CO)CO